CN1C=NC=C1C(C(C)NNC(NC)=S)NNC(NC)=S 2,2'-(1-(1-methyl-1H-imidazol-5-yl)propane-1,2-diyl)bis(N-methylhydrazine-1-thiocarboxamide)